C(CC1(N(CCC1(F)F)C(=O)[O-])N1N=C(C(=C1N)C#N)C1=CC(=C(C=C1)Br)F)(C)(C)[2H] tert-Butyl-d-[5-amino-3-(4-bromo-3-fluoro-phenyl)-4-cyano-pyrazol-1-yl]-3,3-difluoro-pyrrolidine-1-carboxylate